NC(C(C(=O)O)([2H])[2H])([2H])[2H] 3-amino-2,2,3,3-tetradeuterio-propanoic acid